sodium (E)-6,6'-(ethene-1,2-diyl)bis(3-benzamidobenzene-sulfonate) C(=C\C1=CC=C(C=C1S(=O)(=O)[O-])NC(C1=CC=CC=C1)=O)/C1=CC=C(C=C1S(=O)(=O)[O-])NC(C1=CC=CC=C1)=O.[Na+].[Na+]